(3R)-3-amino-7-[5-(4-amino-1,1-dimethyl-butyl)-1,3,4-oxadiazol-2-yl]-5-[(4-chlorophenyl)methyl]-8-fluoro-1,1-dioxo-2,3-dihydro-1λ6,5-benzothiazepin-4-one N[C@H]1CS(C2=C(N(C1=O)CC1=CC=C(C=C1)Cl)C=C(C(=C2)F)C=2OC(=NN2)C(CCCN)(C)C)(=O)=O